C(C)(C)NC1=NC(=NC=C1OC)C1=NC=CC=C1 Isopropyl-(5-meth-oxy-2-pyridin-2-yl-pyrimidin-4-yl)amine